2-hexacosanoylaminooctadecane-3,4-diol C(CCCCCCCCCCCCCCCCCCCCCCCCC)(=O)NC(C)C(C(CCCCCCCCCCCCCC)O)O